C[C@@H]1N(C2=CC=CC=C2[C@@H](C1)NC1=CC=C(C=C1)NC(=O)C1CCNCC1)C(CC)=O N-(4-(((2S,4R)-2-methyl-1-propionyl-1,2,3,4-tetrahydroquinolin-4-yl)amino)phenyl)piperidine-4-carboxamide